OCC(C(=O)O)N1C(C2(C1)CCC(CC2)C)=O 3-hydroxy-2-(7-methyl-1-oxo-2-azaspiro[3.5]nonan-2-yl)propionic acid